CC=1C=C(C=CC1N(C(CC)=O)C)C1=NC=C(C(=O)O)C=C1 6-(3-methyl-4-(N-methylpropionamido)phenyl)nicotinic Acid